C1(CC1)CN1C(=CC2=CC=C(C=C12)N1CCC(CC1)S(=O)(=O)C)C1=NN2C(C(=CC(=C2)C(=O)N2C[C@@H](CCC2)N)OC)=C1C (3R)-1-{2-[1-(cyclopropylmethyl)-6-(4-methanesulfonylpiperidin-1-yl)-1H-indol-2-yl]-4-methoxy-3-methylpyrazolo[1,5-a]pyridine-6-carbonyl}piperidin-3-amine